(1-(3-chlorophenyl)-1H-1,2,3-triazol-4-yl)(piperidin-1-yl)methanone ClC=1C=C(C=CC1)N1N=NC(=C1)C(=O)N1CCCCC1